C(=S)[S-] dithiocarboxylate